tert-butyl (S)-2-(3-amino-2-morpholinophenyl)pyrrolidine-1-carboxylate NC=1C(=C(C=CC1)[C@H]1N(CCC1)C(=O)OC(C)(C)C)N1CCOCC1